(2-(3-cyanophenyl)pyrazolo[1,5-a]pyrimidin-6-yl)(2-hydroxy-5-nitrophenyl)methanone C(#N)C=1C=C(C=CC1)C1=NN2C(N=CC(=C2)C(=O)C2=C(C=CC(=C2)[N+](=O)[O-])O)=C1